5-(4-methylphenyl)-5,6-dihydropyrido[2,3-d]pyrimidine-4,7(3h,8h)-dione CC1=CC=C(C=C1)C1CC(NC=2N=CNC(C21)=O)=O